(R)-4-(1-Cyclopropylethoxy)aniline C1(CC1)[C@@H](C)OC1=CC=C(N)C=C1